C(C)N(S(=O)(=O)C=1C=NC=NC1)[C@@H](C(F)(F)F)C1=CC=C(C=C1)F (R)-N-Ethyl-N-(2,2,2-trifluoro-1-(4-fluorophenyl)ethyl)pyrimidine-5-sulfonamide